methyl 3-(((9-((2R,4S,5R)-5-ethynyl-4-(isobutyryloxy)-5-((isobutyryloxy)methyl)tetrahydrofuran-2-yl)-2-fluoro-9H-purin-6-yl)carbamoyl)oxy)-3-methylbutanoate C(#C)[C@]1([C@H](C[C@@H](O1)N1C2=NC(=NC(=C2N=C1)NC(=O)OC(CC(=O)OC)(C)C)F)OC(C(C)C)=O)COC(C(C)C)=O